ClCC=1C=CC=2N(N1)C=C(N2)[C@H](C2CCC(CC2)(F)F)NC(OCC2=CC=CC=C2)=O benzyl (S)-((6-(chloromethyl)imidazo[1,2-b]pyridazin-2-yl)(4,4-difluorocyclohexyl)methyl)carbamate